FC1=C(C(=C(C(=C1B)F)F)F)F (pentafluorophenyl)boran